4-({3-benzyl-5-[2-(2-phenylacetamido)benzo[d]thiazol-6-yl]-1H-pyrazol-1-yl}methyl)-N-hydroxybenzoamide C(C1=CC=CC=C1)C1=NN(C(=C1)C1=CC2=C(N=C(S2)NC(CC2=CC=CC=C2)=O)C=C1)CC1=CC=C(C(=O)NO)C=C1